FC1=C(C(=CC=C1)F)C(C)(C)C1=NOC(=C1)C1=NC(=CC(=N1)O[C@@H]1C[C@H](N(CC1)C(C=C)=O)CC#N)O[C@@H](C)[C@H]1N(CCC1)C 2-[(2R,4S)-4-[(2-{3-[2-(2,6-Difluorophenyl)propan-2-yl]-1,2-oxazol-5-yl}-6-[(1S)-1-[(2S)-1-methylpyrrolidin-2-yl]ethoxy]pyrimidin-4-yl)oxy]-1-(prop-2-enoyl)piperidin-2-yl]acetonitrile